(1R)-1-[3-(1,1-difluoroethyl)phenyl]ethanamine hydrochloride Cl.FC(C)(F)C=1C=C(C=CC1)[C@@H](C)N